5-(3-(4,4-difluoropiperidin-1-yl)azetidin-1-yl)-2-methyl-N-(1-(1-methyl-2-oxo-1,2-dihydrobenzo[cd]indol-6-yl)cyclopropyl)benzamide FC1(CCN(CC1)C1CN(C1)C=1C=CC(=C(C(=O)NC2(CC2)C=2C=3C4=C(C(N(C4=CC2)C)=O)C=CC3)C1)C)F